4-(3-amino-1-(3-(1,1-dioxidothio-morpholino)phenyl)-1H-pyrazol-5-yl)-2-fluorobenzonitrile NC1=NN(C(=C1)C1=CC(=C(C#N)C=C1)F)C1=CC(=CC=C1)N1CCS(CC1)(=O)=O